ClC=1C=C(C=NC1O[C@H]1COCC1)C1=C2CC[C@H](C2=C(C=C1)F)OC1=CC=C(C=C1)[C@H](CC(=O)O)C#CC (S)-3-(4-(((R)-4-(5-Chloro-6-(((R)-tetrahydrofuran-3-yl)oxy)pyridin-3-yl)-7-fluoro-2,3-dihydro-1H-inden-1-yl)oxy)phenyl)hex-4-ynoic acid